C(C)(C)(C)OC(=O)N1CC(OCC1)C1=NC=2C(=NC=CC2N2CC3CCC(C2)N3C(=O)[C@H]3[C@@H](C3)F)N1 2-(7-(8-((1S,2R)-2-fluorocyclopropane-1-carbonyl)-3,8-diazabicyclo[3.2.1]oct-3-yl)-3H-imidazo[4,5-b]pyridin-2-yl)morpholine-4-carboxylic acid tert-butyl ester